N-Cyclohexyl-2-(3-hydroxyphenyl)oxazole-4-carboxamide C1(CCCCC1)NC(=O)C=1N=C(OC1)C1=CC(=CC=C1)O